OC=1C(C=CC(=CC1)C([2H])([2H])[2H])=O 2-hydroxy-5-(methyl-d3)cyclohepta-2,4,6-trien-1-one